2-(5-chloro-2-((tetrahydro-2H-pyran-4-yl)amino)pyrimidin-4-yl)-6,7-dihydroimidazo[1,2-a]pyrazin-8(5H)-one ClC=1C(=NC(=NC1)NC1CCOCC1)C=1N=C2N(CCNC2=O)C1